Ethyl 2-(4-isobutylphenyl)-propanoate C(C(C)C)C1=CC=C(C=C1)C(C(=O)OCC)C